ClC1=CC=C(C=C1)[C@@H]1NC(N[C@@H]1C1=CC=C(C=C1)Cl)(C(=O)N1CCN(CC1)C(C)=O)C1=C(C=C(C=C1)OC)OC(C)C 1-{4-[(4s,5r)-4,5-bis-(4-chloro-phenyl)-2-(2-isopropoxy-4-methoxy-phenyl)-4,5-dihydro-imidazole-carbonyl]-piperazin-1-yl}-ethanone